(R)-3-((4-(5-chloro-3-methyl-2-(morpholin-2-ylmethyl)phenyl)pyrrolo[2,1-f][1,2,4]triazin-6-yl)methyl)pyrimidine-2,4(1H,3H)-dione hydrochloride Cl.ClC=1C=C(C(=C(C1)C1=NC=NN2C1=CC(=C2)CN2C(NC=CC2=O)=O)C[C@@H]2CNCCO2)C